1-(3-bromobenzyl)-3-(4-methylthiazol-2-yl)tetrahydropyrimidin-2(1H)-one BrC=1C=C(CN2C(N(CCC2)C=2SC=C(N2)C)=O)C=CC1